5-Oct-1,5-dienyloxy-pentan-2-one C(=CCCC=CCC)OCCCC(C)=O